(1S,2S,3S,5R)-3-(2-(1-aminoethyl)-4-fluorophenoxy)-5-(4-methyl-7H-pyrrolo[2,3-d]pyrimidin-7-yl)cyclopentane-1,2-diol NC(C)C1=C(O[C@@H]2[C@H]([C@H]([C@@H](C2)N2C=CC3=C2N=CN=C3C)O)O)C=CC(=C1)F